2-((4-((2-(dimethylamino)ethyl)(methyl)amino)-2-methoxy-5-nitrophenyl)amino)-8-methyl-6-(pyridin-4-yl)pyrido[2,3-d]pyrimidin-7(8H)-one CN(CCN(C1=CC(=C(C=C1[N+](=O)[O-])NC=1N=CC2=C(N1)N(C(C(=C2)C2=CC=NC=C2)=O)C)OC)C)C